ethyl (E)-3-(2-(chroman-4-ylamino)-5-nitrophenyl)acrylate O1CCC(C2=CC=CC=C12)NC1=C(C=C(C=C1)[N+](=O)[O-])/C=C/C(=O)OCC